2-(6-methoxy-1-naphthyl)-4,4,5,5-tetramethyl-1,3,2-dioxaborolane COC=1C=C2C=CC=C(C2=CC1)B1OC(C(O1)(C)C)(C)C